N1(CCC12CNC2)CC2CCN(CC2)C=2C=C1C(N(C(C1=CC2)=O)C2C(NC(CC2)=O)=O)=O 5-[4-(1,6-diazaspiro[3.3]hept-1-ylmethyl)-1-piperidinyl]-2-(2,6-dioxo-3-piperidinyl)isoindoline-1,3-dione